C(C1=CC=CC=C1)OC1=C(C=O)C=C(C=C1C=O)OCC1=CC=CC=C1 2,5-dibenzyloxy-isophthalaldehyde